bis[2-(3-[3,5-di-tert-butyl-4-hydroxyphenyl]propionyloxy)ethyl]acetamide ethyl-2-bromo-5-(hydroxymethyl)-3-methylimidazole-4-carboxylate C(C)OC(=O)C=1N(C(=NC1CO)Br)C.C(C)(C)(C)C=1C=C(C=C(C1O)C(C)(C)C)CCC(=O)OCCC(C(=O)N)CCOC(CCC1=CC(=C(C(=C1)C(C)(C)C)O)C(C)(C)C)=O